(5Z)-5-(1H-Indazol-5-ylmethylene)-3-methyl-2-[4-(4-methylpiperazin-1-yl)anilino]imidazol-4-one N1N=CC2=CC(=CC=C12)\C=C/1\C(N(C(=N1)NC1=CC=C(C=C1)N1CCN(CC1)C)C)=O